[NH4+].[N+](=O)([O-])C1=NNC(=C1[N+](=O)[O-])[N+](=O)[O-] 3,4,5-trinitropyrazole ammonium salt